CC=1C(=NC(=NC1)NC1=CC=C(C=C1)N1CCN(CC1)C)N 5-methyl-N2-(4-(4-methylpiperazine-1-yl)phenyl)pyrimidine-2,4-diamine